[N+](=O)([O-])C1=C(COC(=O)N2CCC(CC2)CCCC2CCN(CC2)C(=O)OCC2=C(C=CC=C2)[N+](=O)[O-])C=CC=C1 1,3-Bis[(2-nitrobenzyl)oxycarbonyl-4-piperidyl]propane